C=1N(C=C2C=CC=CC12)C=1NC2=C(C=C(C=C2C(C1C)=O)C)C(C)NC1=C(C(=O)O)C=CC=C1 2-((1-(2-(isoindol-2-yl)-3,6-dimethyl-4-oxo-1,4-dihydroquinolin-8-yl)ethyl)amino)benzoic acid